C(C)(C)(C)N(C(O)=O)C=1SC(=C(N1)C(C)(C)O)Cl.ClC=1C=C(C=C(C1)S(=O)(=O)C)NC(=O)C=1SC=C(C1)N1C(OCC1)=O N-(3-chloro-5-(methylsulfonyl)phenyl)-4-(2-oxooxazolidin-3-yl)thiophene-2-carboxamide tert-butyl-(5-chloro-4-(2-hydroxypropan-2-yl)thiazol-2-yl)carbamate